[Re](=O)(=O)(O)[O-].[NH4+] ammonium hydrogen rhenate